CC1=NC=C(N=C1C)CCC 2,3-dimethyl-5-n-propyl-pyrazine